5-acetyl-4-(benzo[b]thiophen-3-yl)-6-benzyl-2-methyl-1,4-dihydropyridine-3-carboxylic acid methyl ester COC(=O)C1=C(NC(=C(C1C=1C2=C(SC1)C=CC=C2)C(C)=O)CC2=CC=CC=C2)C